1-(4-chloro-3-fluorophenyl)-9-(5-cyclopentyl-1,2,4-triazin-3-yl)-1,9-diazaspiro[5.5]undecan-2-one ClC1=C(C=C(C=C1)N1C(CCCC12CCN(CC2)C=2N=NC=C(N2)C2CCCC2)=O)F